homomorpholinyl-(homomorpholine) N1(CCOCCC1)N1CCOCCC1